CN(C(=O)[C@H]1N(C(CC1)=O)C(=O)OCC1=CC=CC=C1)C=1C=C(C=CC1)C benzyl (2S)-2-[methyl (m-tolyl) carbamoyl]-5-oxo-pyrrolidine-1-carboxylate